ClC=1N=C(N(C1)COCC[Si](C)(C)C)C=1N=CN2C1C=CC(=C2)C=2C(=C(C=CC2F)NS(=O)(=O)C=2C(=NC=C(C2)F)OC)F N-[3-[1-(4-chloro-1-[[2-(trimethylsilyl)ethoxy]methyl]imidazol-2-yl)imidazo[1,5-a]pyridin-6-yl]-2,4-difluorophenyl]-5-fluoro-2-methoxypyridine-3-sulfonamide